5-[(4R,9aR)-4-methyl-8-(4-piperazin-1-ylpyrimidin-2-yl)-3,4,6,7,9,9a-hexahydro-1H-pyrazino[1,2-a]pyrazin-2-yl]quinoline-8-carbonitrile C[C@@H]1CN(C[C@H]2N1CCN(C2)C2=NC=CC(=N2)N2CCNCC2)C2=C1C=CC=NC1=C(C=C2)C#N